ClC1=C(C=2C(=NC=C(C2)C=2C=C3CCN(CC3=C(C2)[C@H]2NCCOC2)C(C(C)(C)O)=O)N1)CC (R)-1-(6-(2-chloro-3-ethyl-1H-Pyrrolo[2,3-b]pyridin-5-yl)-8-(morpholin-3-yl)-3,4-dihydroisoquinolin-2(1H)-yl)-2-hydroxyl-2-Methylpropan-1-one